4-({2-[4-{5-chloro-2-[5-(trifluoromethyl)-1,3,4-oxadiazol-2-yl]phenyl}-5-methoxy-2-oxopyridin-1(2H)-yl]butyryl}amino)-2-fluoro-N-methylbenzamide ClC=1C=CC(=C(C1)C1=CC(N(C=C1OC)C(C(=O)NC1=CC(=C(C(=O)NC)C=C1)F)CC)=O)C=1OC(=NN1)C(F)(F)F